3-(6-aminopyridin-3-yl)piperidine-2,6-dione NC1=CC=C(C=N1)C1C(NC(CC1)=O)=O